BrC1=C(C=C(C=C1)C#CCOC1CCN(CC1)C(=O)OC(C)(C)C)C tert-butyl 4-[3-(4-bromo-3-methyl-phenyl)prop-2-ynoxy]piperidine-1-carboxylate